ClC=1C=C(C=C(C1)Cl)NC1=NC=C(C(=N1)NC1=CC=C2CCNCC2=C1)C=1C=NN(C1)CC(C)C N2-(3,5-dichlorophenyl)-5-(1-isobutyl-1H-pyrazol-4-yl)-N4-(1,2,3,4-tetrahydroisoquinolin-7-yl)pyrimidine-2,4-diamine